sodium(I) 2-chloro-2,2-difluoroacetate ClC(C(=O)[O-])(F)F.[Na+]